(R,E)-2-methyl-2-(2-sulfamoylvinyl)pyrrolidine C[C@]1(NCCC1)\C=C\S(N)(=O)=O